(1-ethoxy-3-methyl-1-oxobutan-2-ylidene)azetidine-1-carbamic acid tert-butyl ester C(C)(C)(C)OC(NN1C(CC1)=C(C(=O)OCC)C(C)C)=O